C(#N)C=1C=NC=CC1C=1OC2=C(C1)CC(C=C2)OCC=2C=NN(C2)C(=O)OC(C)(C)C tert-butyl 4-({[2-(3-cyanopyridin-4-yl)-4,5-dihydro-1-benzofuran-5-yl] oxy} methyl)-1H-pyrazole-1-carboxylate